COC(C1=NC=C(C=C1NC(C(C)(C)C)=O)C(F)(F)F)=O 3-Pivaloylamino-5-(trifluoromethyl)picolinic acid methyl ester